T-butyl (1S,2S,5R)-3-benzyl-2-(hydroxymethyl)-3,8-diazabicyclo[3.2.1]octane-8-carboxylate C(C1=CC=CC=C1)N1[C@@H]([C@@H]2CC[C@H](C1)N2C(=O)OC(C)(C)C)CO